C(C)(C)(C)OC(=O)N1C=C(C2=CC(=CC=C12)B1OC(C(O1)(C)C)(C)C)NC(=O)C1CC1.C1(CC1)C(=O)NC1=CN(C2=CC=C(C=C12)O)C(=O)OC(C)(C)C tert-butyl 3-(cyclopropanecarboxamido)-5-hydroxy-1H-indole-1-carboxylate tert-Butyl-3-(cyclopropanecarboxamido)-5-(4,4,5,5-tetramethyl-1,3,2-dioxaborolan-2-yl)-1H-indole-1-carboxylate